isopropyl (R)-4-((4-(3-chloro-4-(2-chloro-3-(6-methoxy-5-((methylamino)methyl)pyridin-2-yl)phenyl)pyridin-2-yl)-2-methoxybenzyl)amino)-3-hydroxybutanoate ClC=1C(=NC=CC1C1=C(C(=CC=C1)C1=NC(=C(C=C1)CNC)OC)Cl)C1=CC(=C(CNC[C@@H](CC(=O)OC(C)C)O)C=C1)OC